N-(4-bromophenyl)-2-[(4,6-dimethoxy-2-pyrimidinyl)oxy]benzylamine BrC1=CC=C(C=C1)NCC1=C(C=CC=C1)OC1=NC(=CC(=N1)OC)OC